(2S)-2-{[1-cyclopentyl-5-(2,6-dimethoxyphenyl)-1H-pyrazol-3-yl]formamido}-4-phenyl-N-(1H-1,2,3,4-tetrazol-5-yl)butanamide C1(CCCC1)N1N=C(C=C1C1=C(C=CC=C1OC)OC)C(=O)N[C@H](C(=O)NC1=NN=NN1)CCC1=CC=CC=C1